C(C(O)C1=CC=CC=C1)(=O)O.NCC(C1=CC(=CC(=C1)F)Cl)NC(=O)C=1N=CN(C1)C1=NC(=NC=C1C)NC1CCOCC1 N-(2-amino-1-(3-chloro-5-fluoro-phenyl)ethyl)-1-(5-methyl-2-((tetrahydro-2H-pyran-4-yl)amino)-pyrimidin-4-yl)-1H-imidazole-4-carboxamide mandelate